ethyl (1r,3r,5r)-2-azabicyclo[3.1.0]hexane-3-carboxylate hydrochloride Cl.[C@@H]12N[C@H](C[C@H]2C1)C(=O)OCC